ClC=1C=C2C(=CN1)N(C(=C2C#N)C2=C(C=CC=C2)OC)C 5-chloro-2-(2-methoxyphenyl)-1-methylpyrrolo[2,3-c]pyridine-3-carbonitrile